F[C@H]1[C@@H](C1)N1C(C(=CC=C1)NC(=O)C=1C(=NC=2N(C1)C=C(N2)[C@@]21CO[C@@](CC2)(C1)C)OC(C)C)=O N-(1-((1r,2r)-2-fluorocyclopropyl)-2-oxo-1,2-dihydropyridin-3-yl)-7-isopropoxy-2-((1s,4r)-1-methyl-2-oxabicyclo[2.2.1]hept-4-yl)imidazo[1,2-a]pyrimidine-6-carboxamide